C1(=C2C(=CN=N1)C=NC=C2)C=O pyrido[3,4-d]pyridazinal